2-[(1-Fluorocyclopropyl)sulfanyl]-4-methylpyridine-3-carbaldehyde FC1(CC1)SC1=NC=CC(=C1C=O)C